hexamethyl-disilazane sodium [Na].C[Si](N[Si](C)(C)C)(C)C